pyridylbipyrimidyl N1=C(C=CC=C1)C1=NC(=NC=C1)C1=NC=CC=N1